NCCN(CCN)C[SiH](OC)OC N-2-aminoethyl-2-aminoethylaminomethyl-dimethoxysilane